2-(trimethylsilyl)ethyl N6-beta-alanyl-N2-{[2-(trimethylsilyl)ethoxy]carbonyl}-L-lysinate NCCC(=O)NCCCC[C@H](NC(=O)OCC[Si](C)(C)C)C(=O)OCC[Si](C)(C)C